COC(=O)C=1C=CC=2C=3C(C(NC2C1)=O)=NN(C3)COCC[Si](C)(C)C.C(=C)C3(CC=C(C=C3)C3=CC=CC=C3)C=C 4,4-divinyl-biphenyl Methyl-4-oxo-2-((2-(trimethylsilyl)ethoxy)methyl)-4,5-dihydro-2H-pyrazolo[3,4-c]quinoline-7-carboxylate